2-ethylhexyl 3-((5-((S)-4'-((tert-butoxycarbonyl)amino)-4'H,6'H-spiro[piperidine-4,5'-pyrrolo[1,2-b]pyrazol]-1-yl)pyrazin-2-yl)thio)propanoate C(C)(C)(C)OC(=O)N[C@H]1C2(CN3N=CC=C31)CCN(CC2)C=2N=CC(=NC2)SCCC(=O)OCC(CCCC)CC